4-(1-Cyclopentyl-1H-benzo[d]imidazol-2-ylamino)-N-hydroxybenzoamide C1(CCCC1)N1C(=NC2=C1C=CC=C2)NC2=CC=C(C(=O)NO)C=C2